(2S)-1-[[2-[(1S)-2-[tert-butyl(dimethyl)silyl]oxy-1-methyl-ethyl]-4-iodo-pyrazol-3-yl]methyl-cyclopropyl-amino]propan-2-ol [Si](C)(C)(C(C)(C)C)OC[C@H](C)N1N=CC(=C1CN(C[C@H](C)O)C1CC1)I